pyrrolidinoamidine N1(CCCC1)C(=N)N